4-((5-(1,8-naphthyridin-3-yl)pyrrolo[2,1-f][1,2,4]triazin-2-yl)amino)cyclohexan-1-ol N1=CC(=CC2=CC=CN=C12)C=1C=CN2N=C(N=CC21)NC2CCC(CC2)O